CC(C(=O)OCC(C)C)C 2-methylpropyl 2-methylpropanoate